ClC=1C(=CC2=C(OC(O2)(F)F)C1)C=1N=CC(=NC1)C=1C(=C(C(=O)N)C(=CC1)C)F (5-(6-chloro-2,2-difluorobenzo[d][1,3]dioxol-5-yl)pyrazin-2-yl)-2-fluoro-6-methylbenzamide